C(C)(C)(C)OC(=O)N1[C@H](CC[C@@H](C1)NC(COC1=CC(=C(C=C1)Cl)F)=O)C(=O)O (2R,5S)-1-[(tert-butoxy)carbonyl]-5-[2-(4-chloro-3-fluoro-phenoxy)acetamido]piperidine-2-carboxylic acid